tert-butyl (S)-(26-(4-(2-(6-(4-chlorophenyl)-8-methoxy-1-methyl-4H-benzo[f][1,2,4]triazolo[4,3-a][1,4]diazepin-4-yl)acetamido)phenoxy)-3,6,9,12,15,18,21,24-octaoxahexacosyl)carbamate ClC1=CC=C(C=C1)C1=N[C@H](C=2N(C3=C1C=C(C=C3)OC)C(=NN2)C)CC(=O)NC2=CC=C(OCCOCCOCCOCCOCCOCCOCCOCCOCCNC(OC(C)(C)C)=O)C=C2